COC=1C=C2C(=C(/C(/C2=CC1OC)=C/C1=CC(=C(C(=C1)OC)OC)OC)C)CC(=O)OCCN(C)C 2-(dimethylamino)ethyl (Z)-2-(5,6-dimethoxy-2-methyl-1-(3,4,5-trimethoxybenzylidene)-1H-inden-3-yl)acetate